CN1C(=NN=C1)C[C@@H](C)C=1C=C(C=CC1)N1CC2=C(C=C(C=C2C1=O)C(=O)O)C(F)(F)F (R)-2-(3-(1-(4-methyl-4H-1,2,4-triazol-3-yl)propan-2-yl)phenyl)-3-oxo-7-(trifluoromethyl)isoindoline-5-carboxylic acid